OC(C)(C)C1OCCN(C1)C=1C=CC(=NC1)NC=1C=CC(=C2CN(C(C12)=O)C(=O)OC(C)(C)C)B1OC(C(O1)(C)C)(C)C Tert-Butyl 7-((5-(2-(2-hydroxypropan-2-yl)morpholino)pyridin-2-yl)amino)-1-oxo-4-(4,4,5,5-tetramethyl-1,3,2-dioxaborolan-2-yl)isoindoline-2-carboxylate